C(C)C1CCCCC(C(C=2C(CC(O1)=O)C1C=C(C3CCCC3C1C2)C)=O)C 9-ethyl-2,3,3a,5a,5b,6,9,10,11,12,13,14,16a,16b-tetradecahydro-4,14-dimethyl-1H-as-indaceno[3,2-d]oxacyclododecine-7,15-dione